2-[4-(4-dimethylamino-1-piperazinyl)-6-(4-tert-butyloxycarbonylamino-1-piperidinyl)-pyrimidin-2-ylamino]-4-methyl-thiazole-5-carboxylic acid ethyl ester C(C)OC(=O)C1=C(N=C(S1)NC1=NC(=CC(=N1)N1CCN(CC1)N(C)C)N1CCC(CC1)NC(=O)OC(C)(C)C)C